CC1=C2C=C(NC2=CC=C1)C#N 4-methyl-indole-2-carbonitrile